FC1=CC=2N(C=C1)C(=CN2)C2=C1CNC(C1=C(C=C2)NC2=NC(=C(C=C2)[C@H]2COCC2)CN(C2COC2)C)=O (S)-4-(7-fluoroimidazo[1,2-a]pyridin-3-yl)-7-((6-((methyl(oxetan-3-yl)amino)meth-yl)-5-(tetrahydrofuran-3-yl)pyridin-2-yl)amino)isoindolin-1-one